N-butyl-pyridine nitrate [N+](=O)(O)[O-].C(CCC)N1CC=CC=C1